CN1N=C(SCC1=O)N1N=CN=C1C(C)NC(C1=CC(=CC(=C1)C(F)(F)F)C(F)(F)F)=O N-(1-(1-(4-methyl-5-oxo-5,6-dihydro-4H-1,3,4-thiadiazin-2-yl)-1H-1,2,4-triazol-5-yl)ethyl)-3,5-bis(trifluoromethyl)benzamide